N1(CCC1)CC1(CC1)NC(C(F)(F)C1=CC(=CC=C1)C#N)=O N-(1-(azetidin-1-ylmethyl)cyclopropyl)-2-(3-cyanophenyl)-2,2-difluoroacetamide